C(=O)(OC(C)(C)C)C1N(CCNC1)C(=O)OC methyl Boc-piperazinecarboxylate